N-(5-chloro-6-(2H-1,2,3-triazol-2-yl)pyridin-3-yl)-1-(5-fluoroquinolin-8-yl)-5-(trifluoromethyl)-1H-pyrazole-4-carboxamide ClC=1C=C(C=NC1N1N=CC=N1)NC(=O)C=1C=NN(C1C(F)(F)F)C=1C=CC(=C2C=CC=NC12)F